The molecule is a C-glycosyl compound that consists of chrysoeriol substituted by a 1,5-anhydro-D-glucitol moiety at position 6. It has a role as a metabolite. It is a trihydroxyflavone, a monomethoxyflavone, a monosaccharide derivative and a C-glycosyl compound. It derives from a 4',5,7-trihydroxy-3'-methoxyflavone. It is a conjugate acid of an isoscoparin-7-olate. COC1=C(C=CC(=C1)C2=CC(=O)C3=C(O2)C=C(C(=C3O)[C@H]4[C@@H]([C@H]([C@@H]([C@H](O4)CO)O)O)O)O)O